2-(3,5-dichloro-4-((3-methyl-5-oxo-1,2,3,5-tetrahydroindolizin-8-yl)oxy)phenyl)-3,5-dioxo-2,3,4,5-tetrahydro-1,2,4-triazine-6-carboxylic acid ClC=1C=C(C=C(C1OC=1C=CC(N2C(CCC12)C)=O)Cl)N1N=C(C(NC1=O)=O)C(=O)O